N[12C@@H](CCCCN)C(=O)O [12C]-lysine